CN(C(=O)CN(C(OC(C)(C)C)=O)C1CCN(CC1)C)CC(NC=1SC2=C(N1)C=CC(=C2)OC(F)(F)F)=O Tert-Butyl N-{[methyl({[6-(trifluoromethoxy)-1,3-benzothiazol-2-yl]carbamoyl}methyl) carbamoyl]methyl}-N-(1-methylpiperidin-4-yl)carbamate